ClC=1C(=C(C=CC1)NC1=NC(=CC=C1C(=O)OC)C)OCC methyl 2-[(3-chloro-2-ethoxyphenyl)amino]-6-methylpyridine-3-carboxylate